4-propylbenzoic acid [3-(3-t-butylphenylimino)-5-heptyl] ester C(C)(C)(C)C=1C=C(C=CC1)N=C(CC)CC(CC)OC(C1=CC=C(C=C1)CCC)=O